tert-butyl {4-[3-(2,4-dioxo-1,3-diazinan-1-yl) imidazo[1,2-a]pyridin-7-yl]-3,6-dihydro-2H-pyridin-1-yl}formate O=C1N(CCC(N1)=O)C1=CN=C2N1C=CC(=C2)C=2CCN(CC2)C(=O)OC(C)(C)C